ClC1=CC=C(C=C1)C1=NC(=CC2=C1N=CN(C2=O)C(CO)C)C=2C=NC=CC2 8-(4-chlorophenyl)-3-(1-hydroxy-prop-2-yl)-6-(pyridin-3-yl)pyrido[3,4-d]pyrimidin-4(3H)-one